C(#N)C=1C=C(C=NC1)C1=CC2=C(CCC=3C(=NN(C23)C2=CC(=CC(=C2)Cl)Cl)C(=O)N2C(CN(CC2)C(=O)OC(C)(C)C)C)C=C1OC tert-butyl 4-[8-(5-cyano-3-pyridyl)-1-(3,5-dichlorophenyl)-7-methoxy-4,5-dihydrobenzo[g]indazole-3-carbonyl]-3-methyl-piperazine-1-carboxylate